FC1=CC2=C(C(=NC3=C(O2)C=C(C=C3)C)N3CCN(CC3)CC3(CC3)C(=O)O)C=C1 1-((4-(3-fluoro-7-methyldibenzo[b,f][1,4]oxazepin-11-yl)piperazin-1-yl)methyl)cyclopropane-1-carboxylic acid